1-((1R,2R)-6,7-difluoro-2-hydroxy-4,4-dimethyl-1,2,3,4-tetrahydronaphthalen-1-yl)-3-(6-(4-(hydroxymethyl)phenyl)-5-methyl-2-phenylpyridin-3-yl)urea FC=1C=C2C(C[C@H]([C@@H](C2=CC1F)NC(=O)NC=1C(=NC(=C(C1)C)C1=CC=C(C=C1)CO)C1=CC=CC=C1)O)(C)C